C(\C=C\CCCCC)=O (E)-2-OCTENAL